C(C)N1C2=NC(=NC(=C2N=C1N1C[C@H](CC1)O)N1CCOCC1)N1N=C(C(=C1)C1=CC=CC=C1)OC (S)-1-(9-ethyl-2-(3-methoxy-4-phenyl-1H-pyrazol-1-yl)-6-morpholino-9H-purin-8-yl)pyrrolidin-3-ol